C(CCC)C(COC=1C(=CC2=C(N=NS2)C1)OCC(CCCCCC)CCCC)CCCCCC 5,6-di(2-butyl-octyloxy)benzothiadiazole